4-methyl-11-oxo-N-(2-(pyrrolidin-1-yl)ethyl)-11H-pyrido[2,1-b]quinazoline-6-carboxamide CC=1C=CC=C2C(N3C(=NC12)C(=CC=C3)C(=O)NCCN3CCCC3)=O